O1CCN(CC1)C1=CC(=NC=2N1N=C(C2)C2=CC=NC=C2)CC(=O)OCC ethyl 2-(7-morpholino-2-(pyridin-4-yl)pyrazolo[1,5-a]pyrimidin-5-yl)acetate